COC1=C(C=C(C=C1)[N+](=O)[O-])NN=CC(C)=O 1-(2-(2-methoxy-5-nitrophenyl)hydrazono)propan-2-one